tert-Butyl 4-[(2S)-1,2-dihydroxypropyl]-4-(hydroxymethyl)piperidine-1-carboxylate OC([C@H](C)O)C1(CCN(CC1)C(=O)OC(C)(C)C)CO